5-{[1-(4-chlorophenyl)-7-fluoro-5-(1-methyl-1H-imidazole-4-carbonyl)-3-oxo-1-[(3S)-oxolan-3-yloxy]-2,3-dihydro-1H-isoindol-2-yl]methyl}pyridine-2-carbonitrile ClC1=CC=C(C=C1)C1(N(C(C2=CC(=CC(=C12)F)C(=O)C=1N=CN(C1)C)=O)CC=1C=CC(=NC1)C#N)O[C@@H]1COCC1